ethyl (E)-3-(4-(2-(5-((6,7-difluoro-4-(methylthio)-1H-indol-5-yl)oxy)-2-fluorophenyl)-1H-imidazol-4-yl)-4-methylchroman-8-yl)acrylate FC1=C(C(=C2C=CNC2=C1F)SC)OC=1C=CC(=C(C1)C=1NC=C(N1)C1(CCOC2=C(C=CC=C12)/C=C/C(=O)OCC)C)F